C(C)(C)(C)OC(N[C@@H]1CC[C@H](CC1)CN)=O trans-N-(4-aminomethylcyclohexyl)carbamic acid tert-butyl ester